6-((4-(ethoxymethyl)-4-phenethylpiperidin-1-yl)methyl)isobenzofuran-1(3H)-one citrate C(CC(O)(C(=O)O)CC(=O)O)(=O)O.C(C)OCC1(CCN(CC1)CC1=CC=C2COC(C2=C1)=O)CCC1=CC=CC=C1